(P)-1-((5S)-6-(4-(2-chlorophenyl)-3-methyl-7-(2-methyl-1H-imidazol-1-yl)-2-quinolinyl)-5-methyl-2,6-diazaspiro[3.4]octan-2-yl)-2-propen-1-one ClC1=C(C=CC=C1)C1=C(C(=NC2=CC(=CC=C12)N1C(=NC=C1)C)N1[C@H](C2(CN(C2)C(C=C)=O)CC1)C)C